1,11-Dihydroxyundecan-6-one OCCCCCC(CCCCCO)=O